1-benzyl 3-methyl (R)-3-methoxypyrrolidine-1,3-dicarboxylate CO[C@]1(CN(CC1)C(=O)OCC1=CC=CC=C1)C(=O)OC